C(C)OC(=O)C1C2(C1)C1CCC(CC2)N1C(=O)OC(C)(C)C 8-(tert-Butoxycarbonyl)-8-azaspiro[bicyclo[3.2.1]octane-2,1'-cyclopropane]-2'-carboxylic acid ethyl ester